9-Hydroxytetradecanoic acid OC(CCCCCCCC(=O)O)CCCCC